decanedioic acid bis[2,2,6,6-tetramethyl-1-(octyloxy)-4-piperidinyl] ester CC1(N(C(CC(C1)OC(CCCCCCCCC(=O)OC1CC(N(C(C1)(C)C)OCCCCCCCC)(C)C)=O)(C)C)OCCCCCCCC)C